N-(5-hydroxypyridin-2-yl)-6-methoxyhexanamide OC=1C=CC(=NC1)NC(CCCCCOC)=O